FC(C1=CC=C(C=C1)C1(CC1)C1=NOC(=N1)CC(C(=O)O)=C)(F)F 2-((3-(1-(4-(trifluoromethyl)phenyl)cyclopropyl)-1,2,4-oxadiazol-5-yl)methyl)acrylic acid